bis(4-cyanatophenyl) carbonate C(OC1=CC=C(C=C1)OC#N)(OC1=CC=C(C=C1)OC#N)=O